tert-butyl 3-((3S*,3aS*,6R*,7R*,7aS*)-3a-(benzylcarbamoyl)-4-methyl-1-(4-nitrobenzyl)-5-oxooctahydro-1H-3,6-methanopyrrolo[3,2-b]pyridin-7-yl)propanoate C(C1=CC=CC=C1)NC(=O)[C@@]12N(C([C@H]3[C@H]([C@@H]1N(C[C@@H]2C3)CC3=CC=C(C=C3)[N+](=O)[O-])CCC(=O)OC(C)(C)C)=O)C |o1:10,13,14,15,18|